ClC=1C=C(C=C(C1)S(=O)(=O)C)NC(=O)C=1SC(=C(C1)N1N=CC(=C1)OCC)C N-(3-chloro-5-(methylsulfonyl)phenyl)-4-(4-ethoxy-1H-pyrazol-1-yl)-5-methylthiophene-2-carboxamide